O1CCC(CC1)C=1NC=2C(=NC(=CC2)C(F)(F)F)N1 2-Tetrahydropyran-4-yl-5-(trifluoromethyl)imidazo[4,5-b]pyridin